(7'S)-1-(4-chloro-5-fluoropyridin-2-yl)-7'-(3,5-difluorophenyl)dihydro-1'H,3'H,5'H-spiro[piperidine-4,2'-pyrazolo[1,2-a]pyrazol]-1'-one ClC1=CC(=NC=C1F)N1CCC2(CN3N([C@@H](CC3)C3=CC(=CC(=C3)F)F)C2=O)CC1